5-(3-(2,2-Difluoroethyl)-2-methyl-3H-imidazo[4,5-b]pyridin-5-yl)-N-(2-fluoro-2-methylpropyl)-4-methoxy-7H-pyrrolo[2,3-d]pyrimidin-2-amine FC(CN1C(=NC=2C1=NC(=CC2)C2=CNC=1N=C(N=C(C12)OC)NCC(C)(C)F)C)F